ClC1=CC(=C(C(=N1)C)F)CNCC1CC1 1-(6-Chloro-3-fluoro-2-methylpyridin-4-yl)-N-(cyclopropylmethyl)methan-amine